1-bromopyrido[3,4-d]pyridazin-4(3H)-one BrC=1C2=C(C(NN1)=O)C=NC=C2